FC=1C=C(C(=NC1)C(=O)O)N1N=CC=N1 5-Fluoro-3-(2H-1,2,3-triazol-2-yl)picolinic acid